FC(CCC=1NC=C(N1)CC1=CC=NC=C1)(F)F 4-((2-(3,3,3-trifluoropropyl)-1H-imidazol-4-yl)methyl)pyridine